6-methylbenzene isocyanate [N-]=C=O.CC1=CC=CC=C1